Cl.CN(C)C1CSSSC1 N,N-Dimethyl-1,2,3-trithian-5-ylamin hydrochlorid